2-((1-((tert-butoxycarbonyl)amino)cyclobutyl)methoxy)-5-fluorobenzoic acid methyl ester COC(C1=C(C=CC(=C1)F)OCC1(CCC1)NC(=O)OC(C)(C)C)=O